C(C)N(S(=O)(=O)NC=1C(=C(OC=2C=C3C(N(C=NC3=CC2)[C@H]2COC3(C2)CCN(CC3)C(=O)OC(C)(C)C)=O)C(=CC1)F)F)C tert-butyl (3R)-3-[6-[3-[[ethyl(methyl)sulfamoyl]amino]-2,6-difluoro-phenoxy]-4-oxo-quinazolin-3-yl]-1-oxa-8-azaspiro[4.5]decane-8-carboxylate